(R)-7-((5-(4-hydroxypiperidin-1-yl)pyridin-2-yl)amino)-3-methyl-4-(1-methyl-1H-pyrrolo[2,3-b]pyridin-4-yl)isoindolin-1-one OC1CCN(CC1)C=1C=CC(=NC1)NC=1C=CC(=C2[C@H](NC(C12)=O)C)C1=C2C(=NC=C1)N(C=C2)C